tert-butyl 4-(6-((cyclopropylmethyl)carbamoyl)pyridin-3-yl)piperazine-1-carboxylate C1(CC1)CNC(=O)C1=CC=C(C=N1)N1CCN(CC1)C(=O)OC(C)(C)C